C(CCCCCCC\C=C/CCCCCCCC)(=O)[O-].C(CCCCCCC\C=C/CCCCCCCC)(=O)[O-].C(CCCCCCC\C=C/CCCCCCCC)(=O)[O-].[Al+3] aluminum trioleate